trans-N-(4-aminocyclohexyl)-2-(4-chlorophenoxy)acetamide 2,2,2-trifluoroacetate salt FC(C(=O)O)(F)F.N[C@@H]1CC[C@H](CC1)NC(COC1=CC=C(C=C1)Cl)=O